tert-butyl 2-[[6-[[2-(2,6-dioxo-3-piperidyl)-1-oxo-isoindolin-5-yl]methylcarbamoylamino]indol-1-yl]methyl]prop-2-enoate O=C1NC(CCC1N1C(C2=CC=C(C=C2C1)CNC(=O)NC1=CC=C2C=CN(C2=C1)CC(C(=O)OC(C)(C)C)=C)=O)=O